O1COCC2=C1C=CC(=C2)C(N2CCNCCC2)C2=CC1=C(OCOC1)C=C2 1-(Bis(4H-benzo[d][1,3]dioxin-6-yl)methyl)-1,4-diazepane